(4-(2-methoxyphenyl)piperazin-1-yl)butyronitrile COC1=C(C=CC=C1)N1CCN(CC1)C(C#N)CC